ClC1=CC(=C(O[C@H](C(=O)O)C)C=C1F)C(CC)(F)F (S)-2-[4-chloro-2-(1,1-difluoropropyl)-5-fluorophenoxy]propionic acid